C1(CCC1)NC1=NC(=CC(=C1)C(=O)NC[C@@H](O)[C@H]1N(CC2=CC(=CC=C2C1)OCOC)C(=O)OC(C)(C)C)N1CCN(CC1)C(CC)=O tert-butyl (3S)-3-[(1R)-2-[[2-(cyclobutylamino)-6-(4-propanoylpiperazin-1-yl)pyridine-4-carbonyl]amino]-1-hydroxy-ethyl]-7-(methoxy-methoxy)-3,4-dihydro-1H-isoquinoline-2-carboxylate